N-(4-amino-1H-pyrazolo[4,3-c]pyridin-7-yl)-N'-(1-pyrimidin-2-ylethyl)-N'-[[5-(trifluoromethyl)-2-pyridyl]methyl]oxamide NC1=NC=C(C2=C1C=NN2)NC(=O)C(=O)N(CC2=NC=C(C=C2)C(F)(F)F)C(C)C2=NC=CC=N2